Methyl 4-(2-((E)-((3S,4S)-3-methoxy-4-(3-tridecylureido)pyrrolidin-1-yl)methylene)hydrazine-1-carbonyl)benzoate CO[C@H]1CN(C[C@@H]1NC(=O)NCCCCCCCCCCCCC)\C=N\NC(=O)C1=CC=C(C(=O)OC)C=C1